7-chloro-6-(4-chlorophenyl)-4-(4-(vinylsulfonyl)piperazin-1-yl)quinazoline ClC1=C(C=C2C(=NC=NC2=C1)N1CCN(CC1)S(=O)(=O)C=C)C1=CC=C(C=C1)Cl